CC=1C=C(C(=NC1C=1C=NN(C1)C)C1=CC=CC=C1)N 5-methyl-6-(1-methyl-1H-pyrazol-4-yl)-2-phenylpyridin-3-amine